methyl 4-((6-(3-(4-methoxybenzyl)ureido)-2-azaspiro[3.3]heptan-2-yl)sulfonyl)cyclohex-ane-1-carboxylate COC1=CC=C(CNC(NC2CC3(CN(C3)S(=O)(=O)C3CCC(CC3)C(=O)OC)C2)=O)C=C1